CNC(=O)NC=1C=NN2C1N=C(C=C2NC([2H])([2H])[2H])C2=CN(C1=NC=CC=C12)C1COCC1 1-methyl-3-(7-((methyl-d3)amino)-5-(1-(tetrahydrofuran-3-yl)-1H-pyrrolo[2,3-b]pyridin-3-yl)pyrazolo[1,5-a]pyrimidin-3-yl)urea